FC1=C(C=C(C=C1)\C=N\N(C1=NS(C2=C1C=C(C=C2)O)(=O)=O)C)OC 3-[[(E)-(4-fluoro-3-methoxy-phenyl)methyleneamino]-methyl-amino]-1,1-dioxo-1,2-benzothiazol-5-ol